N-(4-fluoro-3-methylphenyl)pyrrolidine-3-carboxamide FC1=C(C=C(C=C1)NC(=O)C1CNCC1)C